N1=C(C=NC=C1)C(C)NC(=O)C1=CC2=CC=CC(=C2C=C1)OC1=CC=C(C=C1)C(F)(F)F N-(1-(pyrazin-2-yl)ethyl)-5-(4-(trifluoromethyl)phenoxy)-2-naphthamide